oxo-3-(pyridin-4-yl)propan O=CCCC1=CC=NC=C1